C1=CC=CC2=CC3=CC=CC=C3C(=C12)O (14R)-9-anthracenol